(+/-)-N-{[2-(4-{[(3S,4R)-3-fluoro-1-methylpiperidin-4-yl]amino}-1-(2,2,2-trifluoroethyl)-1H-indol-2-yl)-1,3-thiazol-4-yl]methyl}benzamide F[C@H]1CN(CC[C@H]1NC1=C2C=C(N(C2=CC=C1)CC(F)(F)F)C=1SC=C(N1)CNC(C1=CC=CC=C1)=O)C |r|